S(=O)(=O)(C)C=1C=C2C=C(C=NC2=CC1)NC1=NC(=NC=C1)NC1=CC=C(C=C1)OCCCN1CCOCC1 4-(6-mesyl-3-quinolylamino)-2-[p-(3-morpholinopropoxy)phenylamino]pyrimidine